(4-{3-[(1r,3R,5S,7r)-3,5-dimethyladamantan-1-yl]ureido}benzoyl)-N-methylpiperidine-4-carboxamide C[C@]12CC3(CC(C[C@@](C1)(C3)C)C2)NC(NC2=CC=C(C(=O)N3CCC(CC3)C(=O)NC)C=C2)=O